ClC1=C(C=C(C=C1)C1=CC(=NC=N1)C(=O)O)OC1CC1 6-(4-chloro-3-cyclopropoxyphenyl)pyrimidine-4-carboxylic acid